C(#N)C1(CC1)C1=C(C(=O)N)C=CC=C1NC1=NC=C(C=N1)C1=CC(=CC=C1)F (1-cyanocyclopropyl)-3-((5-(3-fluorophenyl)pyrimidin-2-yl)amino)benzamide